OCCOC=1C=C(C=CC1)C=1C(=CC=CC1C#CC1=CC=C(C=C1)NC(=O)NC=1C=NC=CC1)C(=O)OC methyl 3'-(2-hydroxyethoxy)-6-((4-(3-(pyridin-3-yl)ureido)phenyl)ethynyl)-[1,1'-biphenyl]-2-carboxylate